ethyl 2-(4-(3-(3-bromo-2-methylphenoxy)propyl)piperidin-1-yl)propanoate BrC=1C(=C(OCCCC2CCN(CC2)C(C(=O)OCC)C)C=CC1)C